3-[[2-(aminomethyl)-6-methoxy-1,3-benzothiazol-5-yl]oxy]-N,N-dimethyl-propan-1-amine hydrochloride Cl.NCC=1SC2=C(N1)C=C(C(=C2)OC)OCCCN(C)C